1-(2-((2-(3,4-dichlorophenylamino)acridin-9-yl)methylamino)ethyl)guanidine ClC=1C=C(C=CC1Cl)NC1=CC2=C(C3=CC=CC=C3N=C2C=C1)CNCCNC(=N)N